CC(C(=O)C1=C(C=CCC1(C)C)C)=CC 2-methyl-1-(2,6,6-trimethylcyclohexa-1,3-dien-1-yl)but-2-en-1-one